FC1=NC(=CC(=C1)N(C(C(C)OC(C)=O)=O)C=1SC(=C(N1)C(NC1CCC12CCCC2)=O)C)F [2-[(2,6-difluoro-4-pyridyl)-[5-methyl-4-(spiro[3.4]octan-3-ylcarbamoyl)thiazol-2-yl]amino]-1-methyl-2-oxo-ethyl]acetate